2-(1,4-dioxaspiro[4.5]dec-7-en-8-yl)-5-(trifluoromethyl)pyridine O1CCOC12CC=C(CC2)C2=NC=C(C=C2)C(F)(F)F